ClC1=C(C=CC=C1)C1=CC(OC2=CC(=CC=C12)O[C@@H](C(=O)NC(C)C)C)=O (2R)-2-[4-(2-chlorophenyl)-2-oxo-chromen-7-yl]oxy-N-isopropyl-propionamide